tert-butyl (1R,3s,5S)-3-formyl-8-azabicyclo[3.2.1]octane-8-carboxylate C(=O)C1C[C@H]2CC[C@@H](C1)N2C(=O)OC(C)(C)C